3-(3-chloro-6-(4-(2,2-difluorovinyl)phenoxy)-2-fluoro-4-(trifluoromethyl)benzamido)pyridine 1-oxide ClC=1C(=C(C(=O)NC=2C=[N+](C=CC2)[O-])C(=CC1C(F)(F)F)OC1=CC=C(C=C1)C=C(F)F)F